C(C)C=1C=2N(C=C(N1)C)N=C(C2)C=2N=C1N(C(C2)=O)C=C(C=C1)N1C[C@H](N(CC1)CCF)C 2-(4-ethyl-6-methylpyrazolo[1,5-a]pyrazin-2-yl)-7-[(3R)-4-(2-fluoroethyl)-3-methylpiperazin-1-yl]-4H-pyrido[1,2-a]pyrimidin-4-one